N2-[2-(3-methoxyphenyl)[1,2,4]triazolo[1,5-c]quinazolin-5-yl]-L-lysinamide COC=1C=C(C=CC1)C1=NN2C(=NC=3C=CC=CC3C2=N1)N[C@@H](CCCCN)C(=O)N